O[C@@H](CNC1=CC(=NC(=N1)N1CCOCC1)C=1C=C(C=CC1C)NC(=O)N1C[C@@H](CC1)CC(F)(F)F)C (S)-N-(3-(6-(((R)-2-hydroxypropyl)amino)-2-morpholinopyrimidin-4-yl)-4-methylphenyl)-3-(2,2,2-trifluoroethyl)pyrrolidine-1-carboxamide